2-(4-bromo-1H-pyrrolo[2,3-b]pyridin-6-yl)-4-(trifluoromethyl)isoindolin-1-one BrC1=C2C(=NC(=C1)N1C(C3=CC=CC(=C3C1)C(F)(F)F)=O)NC=C2